3-(4-chloro-1H-indol-6-yl)-1-{2-hydroxy-1-[3-(trifluoromethyl)phenyl]ethyl}urea ClC1=C2C=CNC2=CC(=C1)NC(NC(CO)C1=CC(=CC=C1)C(F)(F)F)=O